C1(CC1)C1=NOC=2C=3N(C(CC21)C)C=NC3 3-cyclopropyl-5-methyl-4,5-dihydroimidazo[1,5-a]isoxazolo[5,4-c]pyridine